N-(3-(6-((1-(2-hydroxyethyl)-1H-pyrazol-4-yl)amino)pyrimidin-4-yl)phenyl)acrylamide OCCN1N=CC(=C1)NC1=CC(=NC=N1)C=1C=C(C=CC1)NC(C=C)=O